3-chloro-2-(4,4-dimethyl-1-piperidyl)aniline ClC=1C(=C(N)C=CC1)N1CCC(CC1)(C)C